(R)-(2-(3-((6-allyl-3-carbamoyl-5-ethylpyrazin-2-yl)amino)phenyl)propyl)carbamic acid tert-butyl ester C(C)(C)(C)OC(NC[C@H](C)C1=CC(=CC=C1)NC1=NC(=C(N=C1C(N)=O)CC)CC=C)=O